(S)-1-(1-cyclopropyl-ethyl)-N-(quinolin-8-yl)-1H-imidazole-2-sulfonamide C1(CC1)[C@H](C)N1C(=NC=C1)S(=O)(=O)NC=1C=CC=C2C=CC=NC12